CC1=C(C=CC=C1)P(C1=CC=CC=C1)[Pd](P(C1=CC=CC=C1)C1=C(C=CC=C1)C)(Cl)Cl bis(methyldiphenylphosphino)palladium dichloride